2,3,4,7-tetrahydroazepine-3-ol N1CC(CC=CC1)O